O1CCN(CC1)CCCOC1=C(C=CC=C1)C(CC)=O 1-(2-(3-morpholinopropoxy)phenyl)propane-1-on